ethyl 2-[7-([2-fluoro-4-[3-(hydroxymethyl)pyrazol-1-yl]phenyl]amino)-1,6-naphthyridin-2-yl]-2-(piperidin-4-yl)acetate FC1=C(C=CC(=C1)N1N=C(C=C1)CO)NC1=NC=C2C=CC(=NC2=C1)C(C(=O)OCC)C1CCNCC1